N[C@H](C(=O)N)CC (2S)-2-aminobutanamide